BrC1=CC=C(C2=C1NC=N2)C(=O)N2CCC=1N(N=C3CCN(CC2C13)C(C=C)=O)C1=C(C=C(C=C1)CC(F)(F)F)O 1-(5-(7-bromo-1H-benzo[d]imidazole-4-carbonyl)-2-(2-hydroxy-4-(2,2,2-trifluoroethyl)phenyl)-2,3,4,5,5a,6,8,9-octahydro-7H-1,2,5,7-tetraazabenzo[cd]azulen-7-yl)prop-2-en-1-one